tert-butyl(methyl)((2-methyl-7-(5-(trifluoromethyl)-1,2,4-oxadiazol-3-yl)imidazo[1,2-a]pyridin-3-yl)imino)-λ6-sulfanone C(C)(C)(C)S(=O)(=NC1=C(N=C2N1C=CC(=C2)C2=NOC(=N2)C(F)(F)F)C)C